CN1N=C(C=C1)NC(=O)[C@H]1CC12CCN(CC2)C(=O)OC(C(F)(F)F)C(F)(F)F 1,1,1,3,3,3-Hexafluoropropan-2-yl (S)-1-((1-methyl-1H-pyrazol-3-yl)carbamoyl)-6-azaspiro[2.5]octan-6-carboxylat